2-phenyl-quinazolin-4(3H)-one C1(=CC=CC=C1)C1=NC2=CC=CC=C2C(N1)=O